C(C)(C)(C)OC(=O)N1CCC2(CN(C(N2CC2=CC(=CC=C2)OC)=O)C2=NC(=C(C=C2)C=2C=NNC2)OC)CC1 3-(6-methoxy-5-(1H-pyrazol-4-yl)pyridin-2-yl)-1-(3-methoxybenzyl)-2-oxo-1,3,8-triazaspiro[4.5]decane-8-carboxylic acid tert-butyl ester